2-fluorobenzene-sulfonamide FC1=C(C=CC=C1)S(=O)(=O)N